C(C)(=O)N1[C@H]([C@H](CCC1)NS(=O)(=O)CC1=CC=CC=C1)CO[C@@H]1CC[C@@H](CC1)C(C)C N-(cis-1-acetyl-2-(((cis-4-isopropylcyclohexyl)oxy)methyl)-piperidin-3-yl)-1-phenylmethanesulfonamide